2-((1R,2S)-1-(2-cyanophenyl)-1-(1-(cyclopropylmethyl)-1H-pyrazol-4-yl)propan-2-yl)-5-hydroxy-N-(isoxazol-4-yl)-1-methyl-6-oxo-1,6-dihydropyrimidine-4-carboxamide C(#N)C1=C(C=CC=C1)[C@@H]([C@H](C)C=1N(C(C(=C(N1)C(=O)NC=1C=NOC1)O)=O)C)C=1C=NN(C1)CC1CC1